methyl-2-biphenyl-carboxylate COC(=O)C=1C(=CC=CC1)C1=CC=CC=C1